CC[C@H](C)[C@H]1C(=O)N[C@H](C(=O)NC(=C)C(=O)N[C@H](C(=O)N[C@]23CCC(=N[C@@H]2C4=CSC(=N4)[C@H]([C@H](OC(=O)C5=NC6=C(C=C[C@H]([C@@H]6O)N1)C(=C5)[C@H](C)O)C)NC(=O)C7=CSC(=N7)[C@@H](NC(=O)[C@H]8CSC(=N8)/C(=C/C)/NC(=O)[C@@H](NC(=O)C9=CSC3=N9)[C@@H](C)O)[C@@](C)([C@@H](C)O)O)C1=NC(=CS1)C(=O)NC(=C)C(=O)NC(=C)C(=O)N)C)C The molecule is a heterodetic cyclic peptide, in which the cyclisation step involves a formal lactonisation between the carboxy group of a quinaldic acid-based residue and a secondary alcohol. An antibiotic that inhibits bacterial protein synthesis. Also acts as an antitumor agent. It has a role as an antibacterial drug, a metabolite, a protein synthesis inhibitor and an antineoplastic agent.